6-bromo-4-[(dimethylamino)methyl]-5-fluoro-2H-phthalazin-1-one BrC=1C(=C2C(=NNC(C2=CC1)=O)CN(C)C)F